FC1=C(C(=CC(=C1)C1CCC(CC1)CCC)F)C(OC=1C=C(C(=C(C1)F)F)F)(F)F 5-[[2,6-difluoro-4-(4-propylcyclohexyl)phenyl]difluoromethoxy]-1,2,3-trifluorobenzene